2-(2-methoxy-4-phenoxyphenyl)-7-[1-(prop-2-enoyl)piperidin-4-yl]-4,5,6,7-tetrahydro-2H-pyrazolo[4,3-b]pyridine-3-carboxamide COC1=C(C=CC(=C1)OC1=CC=CC=C1)N1N=C2C(NCCC2C2CCN(CC2)C(C=C)=O)=C1C(=O)N